OC=1C=C(C=CC1)C1=CC(=C(C(=O)N)C=C1)C=CC=O 4-(3-hydroxyphenyl)-3-oxoprop-1-en-1-yl-benzamide